1-(4-(difluoromethyl)-phenyl)-N-(4-(2-(((1r,4r)-4-(dimethyl-amino)cyclohexyl)-amino)-8-isopropyl-7-oxo-7,8-dihydropyrido-[2,3-d]pyrimidin-6-yl)-2,6-difluorophenyl)-methanesulfonamide FC(C1=CC=C(C=C1)CS(=O)(=O)NC1=C(C=C(C=C1F)C1=CC2=C(N=C(N=C2)NC2CCC(CC2)N(C)C)N(C1=O)C(C)C)F)F